NC1=C(C=C(C(=C1)N)N)N 2,5-diamino-1,4-phenylenediamine